C(C)(=O)NC=1C(=C(C(=C(C1I)C(=O)O)I)C(=O)O)I (acetylamino)-2,4,6-triiodobenzene-1,3-dicarboxylic acid